3-(5-oxo-5,7-dihydro-2H,6H-spiro[furo[2,3-f]isoindole-3,4'-piperidin]-6-yl)piperidine-2,6-dione O=C1N(CC=2C=C3C(=CC12)C1(CCNCC1)CO3)C3C(NC(CC3)=O)=O